C1(CCCCC1)C(C)OC1=C(C(=O)NC2=C(C=CC=C2C)C)C=C(C(=C1)N1N=C(N(C1=O)C)C(C)OC(C)OCC)F 2-(1-cyclohexylethoxy)-N-(2,6-dimethylphenyl)-4-{3-[1-(1-ethoxyethoxy)ethyl]-4-methyl-5-oxo-4,5-dihydro-1H-1,2,4-triazol-1-yl}-5-fluorobenzamide